2-(benzylthio)-4-bromo-7-fluoro-1-tosyl-5-(trifluoromethyl)-1H-indole C(C1=CC=CC=C1)SC=1N(C2=C(C=C(C(=C2C1)Br)C(F)(F)F)F)S(=O)(=O)C1=CC=C(C)C=C1